O=C(CC#N)C=1C=NC(=CC1)C(F)(F)F 3-oxo-3-[6-(trifluoromethyl)-3-pyridyl]propanenitrile